methyl (S)-7-(2-(4-bromophenyl)acetyl)-1,4-dioxa-7-azaspiro[4.4]nonane-8-carboxylate BrC1=CC=C(C=C1)CC(=O)N1CC2(OCCO2)C[C@H]1C(=O)OC